FC1=C(C(=CC(=C1)N1CCC2(OCCO2)CC1)F)C1C(NC(CC1)=O)=O 3-(2,6-difluoro-4-(1,4-dioxa-8-azaspiro[4.5]decan-8-yl)phenyl)piperidine-2,6-dione